FC(C(=C)C)(F)F 2-(trifluoromethyl)propylene